(S)-2-(pyridin-3-yl)-N-(1,2,3,4-tetrahydronaphthalen-1-yl)benzo[d]thiazole-6-carboxamide N1=CC(=CC=C1)C=1SC2=C(N1)C=CC(=C2)C(=O)N[C@H]2CCCC1=CC=CC=C21